tert-butyl 2-(4-(2-amino-2-oxoethyl) phenoxy)-2-methylpropionate NC(CC1=CC=C(OC(C(=O)OC(C)(C)C)(C)C)C=C1)=O